COC1=CC=C(C=C1)C(C)(C)C=1N=C(SC1)N 4-[1-(4-methoxyphenyl)-1-methyl-ethyl]thiazol-2-amine